C(C)(=O)NC1(CC=C(C=C1)C1=CC=CC=C1)N1C(C2=CC=CC=C2C(C1C1=CC2=C(OCCO2)C=C1)C(=O)O)=O 2-(4-acetamido-[1,1'-biphenyl]-4-yl)-3-(2,3-dihydrobenzo[b][1,4]dioxin-6-yl)-1-oxo-1,2,3,4-tetrahydroisoquinoline-4-carboxylic acid